ClC1=CC=CC=2N1N=C(C2)[C@@H]2N(CCC1=C2N=CN1)C(=O)C=1C=NN2C1C=CC(=C2)C2CC2 (R)-(4-(7-chloropyrazolo[1,5-a]pyridin-2-yl)-6,7-dihydro-1H-imidazo[4,5-c]pyridin-5(4H)-yl)(6-cyclopropylpyrazolo[1,5-a]pyridin-3-yl)methanone